C(C1=CC=CC=C1)OC=1C=C2CCNC(C2=CC1OC)\C=C\C1=C(C=C(C(=C1)OCC1=CC(=CC=C1)OC)OC)C 6-(benzyloxy)-7-methoxy-1-[(E)-2-{4-methoxy-5-[(3-methoxyphenyl)methoxy]-2-methylphenyl}ethenyl]-1,2,3,4-tetrahydroisoquinoline